1,6-diazabicyclo[3.2.1]oct-6-yl bisulfate S(ON1C2CCCN(C1)C2)(O)(=O)=O